methyl 4-methyl-1H-pyrrolo[2,3-b]pyridine-5-carboxylate CC1=C2C(=NC=C1C(=O)OC)NC=C2